2-[rac-(3R)-1,3-dimethyl-4-piperidyl]-5-[rac-(2R,5S)-5-methyl-2-piperidyl]-1,3-benzothiazole CN1C[C@@H](C(CC1)C=1SC2=C(N1)C=C(C=C2)[C@@H]2NC[C@H](CC2)C)C |r|